ClC=1C(=NC(=NC1)NC1=NC=C(C=C1)N1CCN(CC1)C)NC1=CC(=CC=C1)F 5-chloro-N4-(3-fluorophenyl)-N2-(5-(4-methylpiperazin-1-yl)pyridin-2-yl)pyrimidine-2,4-diamine